C(C)(C)(C)NC(CNC=1C2=C(N=C(N1)C1=NC=NC=C1)CCC2)=O N-tert-butyl-2-{[2-(pyrimidin-4-yl)-5H,6H,7H-cyclopenta[d]pyrimidin-4-yl]amino}acetamide